1-(2-acetylaminoethyl)-3-propylxanthine C(C)(=O)NCCN1C(=O)N(C=2N=CNC2C1=O)CCC